3,4,5-triiodopyrazole IC1=NNC(=C1I)I